ClC1=C(C(=O)NC2=C(C=C(C=C2)F)F)C=C(C=C1)NC(=O)[C@@H]1C([C@@H]1C1=CC(=C(C(=C1)C(F)(F)F)Cl)Cl)(Cl)Cl Cis-2-chloro-5-(2,2-dichloro-3-(3,4-dichloro-5-(trifluoromethyl)phenyl)cyclopropane-1-carboxamido)-N-(2,4-difluorophenyl)benzamide